C(C)(C)(C)OC(=O)N1C([C@@]2(C3=CC(=CC=C13)OC)[C@@H](C2)C2=CC=C1C(=NN(C1=C2)C(=O)OC(C)(C)C)NC2=NC=NC(=C2)N2CCC2)=O (1R,2S)-2-[3-[[6-(azetidin-1-yl)pyrimidin-4-yl]amino]-1-tert-butoxycarbonyl-indazol-6-yl]-5'-methoxy-2'-oxo-spiro[cyclopropane-1,3'-indoline]-1'-carboxylic acid tert-butyl ester